oxocyclobutane-2-carboxylate O=C1C(CC1)C(=O)[O-]